1-(4-bromobenzyl)-1H-1,2,4-triazole BrC1=CC=C(CN2N=CN=C2)C=C1